FC1=C(C=CC(=C1)OC)C=1C=C2CCC(C(C2=CC1)NC(O[C@@H]1CN2CCC1CC2)=O)(C)C (S)-quinuclidin-3-yl (6-(2-fluoro-4-methoxyphenyl)-2,2-dimethyl-1,2,3,4-tetrahydronaphthalen-1-yl)carbamate